2-(2,6-dioxopiperidin-3-yl)-5-(4-(((6-nitropyridin-3-yl)amino)methyl)piperidin-1-yl)isoindoline-1,3-dione O=C1NC(CCC1N1C(C2=CC=C(C=C2C1=O)N1CCC(CC1)CNC=1C=NC(=CC1)[N+](=O)[O-])=O)=O